ClC1=C(C(=CC(=C1)F)Cl)S(=O)(=O)Cl 2,6-dichloro-4-fluorobenzene-1-sulfonyl chloride